C(C1=CC=CC=C1)OC[C@H]1N(CCC1)C(C)(C#C)C (S)-2-((benzyloxy)methyl)-1-(2-methylbut-3-yn-2-yl)pyrrolidine